2,4-dibromo-3-[(oxazolidin-2-yloxy)methyl]pyridine BrC1=NC=CC(=C1COC1OCCN1)Br